[Cl-].CC(CC(=O)OC[N+]1(CCC=C(C1)C1=NSN=C1OCCCCCC)C)C [5-(4-hexyloxy-1,2,5-thiadiazol-3-yl)-1-methyl-3,6-dihydro-2H-pyridin-1-ium-1-yl]methyl 3-methylbutanoate chloride